(4s)-6-(4-{8-chloro-7-[(7-fluoro-2-methyl-1H-1,3-benzodiazol-6-yl)oxy]quinoxalin-2-yl}-1H-pyrazol-1-yl)spiro[3.3]heptan-2-ol ClC=1C(=CC=C2N=CC(=NC12)C=1C=NN(C1)C1CC2(CC(C2)O)C1)OC=1C=CC2=C(NC(=N2)C)C1F